C(C)C1(CCCC1)C(=O)OC1=CC=C(C=C1)C1=CC=CC=C1 1-([1,1'-biphenyl]-4-yl) ethylcyclopentanecarboxylate